C(CCCCCCCCCCCCCC#C)N Hexadec-15-yn-1-amine